2'-(9H-carbazol-9-yl)-3,5-bis(3-phenyl-9H-carbazol-9-yl)-[1,1'-biphenyl] C1=CC=CC=2C3=CC=CC=C3N(C12)C1=C(C=CC=C1)C1=CC(=CC(=C1)N1C2=CC=CC=C2C=2C=C(C=CC12)C1=CC=CC=C1)N1C2=CC=CC=C2C=2C=C(C=CC12)C1=CC=CC=C1